FC=1C=C(C=C(C1CN1CCOCC1)F)C=1C=CC=C2N=CC(=NC12)C=1C=NN(C1)C1CCN(CC1)CC(=O)NCCCCCCCNC1=C2C(N(C(C2=CC=C1)=O)C1C(NC(CC1)=O)=O)=O 2-(4-(4-(8-(3,5-difluoro-4-(morpholinomethyl)phenyl)quinoxalin-2-yl)-1H-pyrazol-1-yl)piperidin-1-yl)-N-(7-((2-(2,6-dioxopiperidin-3-yl)-1,3-dioxoisoindolin-4-yl)amino)heptyl)acetamide